2,2,2-trifluoro-1-(4-pentyl-3,4-dihydroquinoxalin-1(2H)-yl)ethan-1-one FC(C(=O)N1CCN(C2=CC=CC=C12)CCCCC)(F)F